ClC1=CC(=C(C=C1C1=CC=NN1C)NS(=O)(=O)C=1C=C(C(=O)O)C=CC1C1CC1)C1=NC=CC=C1 3-(N-(4-chloro-5-(1-methylpyrazol-5-yl)-2-(pyridin-2-yl)phenyl)sulfamoyl)-4-cyclopropylbenzoic Acid